CN1N=CC(=C1C(=O)OCC)C(=O)OCC diethyl 2-methylpyrazole-3,4-dicarboxylate